ClC=1C=CC(=C2C(C(=C(NC12)NC1=CC=C(C=C1)Cl)C(CC(C)C)=O)=O)[N+](=O)[O-] 8-chloro-2-((4-chlorophenyl)amino)-3-(3-methylbutanoyl)-5-nitroquinolin-4(1H)-one